FC=1C(=C2C(=NC(=NN2C1)NC1CCN(CC1)C1COC1)OC)C=1C=CC=2N(C1)C(=CN2)C(=O)NC 6-(6-fluoro-4-methoxy-2-((1-(oxetan-3-yl)piperidin-4-yl)amino)pyrrolo[2,1-f][1,2,4]triazin-5-yl)-N-methylimidazo[1,2-a]pyridine-3-carboxamide